(S)-2-(5-cyclopropyl-3-fluoro-2-methoxyphenyl)-2-((R)-3-(methyl(5-(5,6,7,8-tetrahydro-1,8-naphthyridin-2-yl)pentyl)amino)pyrrolidin-1-yl)acetic acid C1(CC1)C=1C=C(C(=C(C1)[C@@H](C(=O)O)N1C[C@@H](CC1)N(CCCCCC1=NC=2NCCCC2C=C1)C)OC)F